Octanoyl-Cystine C(CCCCCCC)(=O)C([C@@H](C(=O)O)N)SSC[C@@H](C(=O)O)N